C(C)(C)(C)OC(=O)N1C(CC=CC1)C1=C(N(C2=NC=C(C(=C21)NC(C)C)[N+](=O)[O-])COCC[Si](C)(C)C)C=2C=NN(C2)C (4-(isopropylamino)-2-(1-methyl-1H-pyrazol-4-yl)-5-nitro-1-((2-(trimethylsilyl)ethoxy)methyl)-1H-pyrrolo[2,3-b]pyridin-3-yl)-3,6-dihydropyridine-1(2H)-carboxylic acid tert-butyl ester